Cl.N[C@@H](CCC(=O)OC(C)(C)C)C(=O)OC(C)(C)C di-tert-butyl L-glutamate hydrochloride